N1(CCC1)C1CCNCC1 4-(azetidin-1-yl)piperidine